5-bromo-N-(2-carbamoyl-4-chloro-6-methyl-phenyl)-2-(4,4,4-trifluorobutyl)pyrazole-3-carboxamide BrC=1C=C(N(N1)CCCC(F)(F)F)C(=O)NC1=C(C=C(C=C1C)Cl)C(N)=O